1-[(6-Formyl-2-indolyl)carbonyl]-4-(3-(isopropylamino)-2-pyridinyl)piperazine C(=O)C1=CC=C2C=C(NC2=C1)C(=O)N1CCN(CC1)C1=NC=CC=C1NC(C)C